N-(3-(1H-benzo[d]imidazol-2-yl)propyl)-6,7-dimethyl-3-oxo-4-((2s,3s,4r)-2,3,4,5-tetrahydroxypentyl)-3,4-dihydroquinoxaline-2-carboxamide N1C(=NC2=C1C=CC=C2)CCCNC(=O)C2=NC1=CC(=C(C=C1N(C2=O)C[C@@H]([C@@H]([C@@H](CO)O)O)O)C)C